5-fluoro-N-isopropyl-N-methyl-2-(3-(1-(2-(piperidin-4-yl)ethyl)piperidin-4-yl)-1H-pyrrolo[2,3-c]pyridin-1-yl)benzamide FC=1C=CC(=C(C(=O)N(C)C(C)C)C1)N1C=C(C=2C1=CN=CC2)C2CCN(CC2)CCC2CCNCC2